4-(2-((1-Cyclopropyl-1H-pyrazol-4-yl)amino)-5-(difluoromethyl)pyrimidin-4-yl)-2-fluorobenzene C1(CC1)N1N=CC(=C1)NC1=NC=C(C(=N1)C1=CC(=CC=C1)F)C(F)F